CN(C)CC(=O)OCC ethyl N,N-dimethylaminoacetate